Cl.N1CC(C1)N1CC(CCC1)C(=O)NC=1SC2=C(N1)C(=CC(=C2)F)Cl 1-(azetidin-3-yl)-N-(4-chloro-6-fluorobenzo[d]thiazol-2-yl)piperidine-3-carboxamide hydrochloride